C(CCCCCCCCCCCCCCC)C(CCCCCCC)(S(=O)(=O)[O-])F hexadecylfluorooctanesulfonate